FC1=CC=C(C=N1)C1=CC(=NO1)C(=O)N 5-(6-fluoro-3-pyridyl)isoxazole-3-carboxamide